CC1=CC=C(C=C1)\C=C/C1=CC=CC=C1 (Z)-1-methyl-4-styrylbenzene